S1C=C(C=C1)CCC(=O)Cl 3-(3-thienyl)propanoyl chloride